FC=1C(=CC=2C3=C(NC2C1)C=CC=N3)OC 7-fluoro-8-methoxy-5H-pyrido[3,2-b]indole